perfluorodecyl-triethoxyfluorosilane tert-butyl-N-[(3S)-1'-(5-bromo-1,3-thiazol-2-yl)-1,3-dihydrospiro[indene-2,4'-piperidin]-3-yl]carbamate C(C)(C)(C)OC(N[C@@H]1C2=CC=CC=C2CC12CCN(CC2)C=2SC(=CN2)Br)=O.FC(C(F)(F)F)(O[Si](F)(OC(C(F)(F)F)(F)F)OC(C(F)(F)F)(F)F)C(C(C(C(C(C(C(C(C(C(F)(F)F)(F)F)(F)F)(F)F)(F)F)(F)F)(F)F)(F)F)(F)F)(F)F